NCC1=CC=C(C=C1)C=1C(=C(C2=CC=C(C=C2C1)OC)O)C(=O)N (4-(Aminomethyl)phenyl)-6-methoxy-1-hydroxy-2-naphthamid